N-(3,5-difluoro-4-{[6-(2-hydroxy-2-methylpropoxy)-7-methoxyquinolin-4-yl]oxy}phenyl)-4-methoxypyridine-3-carboxamide FC=1C=C(C=C(C1OC1=CC=NC2=CC(=C(C=C12)OCC(C)(C)O)OC)F)NC(=O)C=1C=NC=CC1OC